N,N'-di-[3-(p-cumylbenzenesulfonyloxy)phenyl]urea C(C)(C)(C1=CC=CC=C1)C1=CC=C(C=C1)S(=O)(=O)OC=1C=C(C=CC1)NC(=O)NC1=CC(=CC=C1)OS(=O)(=O)C1=CC=C(C=C1)C(C)(C)C1=CC=CC=C1